6-MORPHOLIN-4-YL-9H-PURINE N1(CCOCC1)C1=C2N=CNC2=NC=N1